3-(5-(((1R,2R)-2-(3-(1H-indazol-4-yl)azetidin-1-yl)cyclohexyl)oxy)-1-oxoisoindolin-2-yl)piperidine-2,6-dione N1N=CC2=C(C=CC=C12)C1CN(C1)[C@H]1[C@@H](CCCC1)OC=1C=C2CN(C(C2=CC1)=O)C1C(NC(CC1)=O)=O